C(#N)C=1C=C(C=NC1N1N=CN=C1)C1=NN(C(=C1C(=O)N)C(F)(F)F)C1=C2C=CC=NC2=CC=C1 (5-cyano-6-(1H-1,2,4-triazol-1-yl)pyridin-3-yl)-1-(quinolin-5-yl)-5-(trifluoromethyl)-1H-pyrazole-4-carboxamide